CC1=C(N2C=CC=C2C=C1)C(C)N1CCOCC1 6-methyl-5-(1-morpholinoethyl)indolizine